CN1C(C2=C3C(C(CN4C3=C1C(=N4)C=C)OCOCC[Si](C)(C)C)=CC(=C2)C)=O 3,6-dimethyl-8-((2-(trimethylsilyl)ethoxy)methoxy)-2-vinyl-8,9-dihydrobenzo[de]pyrazolo[4,5,1-ij][1,7]naphthyridin-4(3H)-one